N-((3-(methylthio)thiophen-2-yl)methyl)-2-(9-(pyridin-2-yl)-6-oxaspiro[4.5]decan-9-yl)ethanamine CSC1=C(SC=C1)CNCCC1(CCOC2(CCCC2)C1)C1=NC=CC=C1